7-(benzyloxy)-4-(4-fluoro-2-methyl-1H-indol-5-yloxy)-6-methoxyquinoline C(C1=CC=CC=C1)OC1=C(C=C2C(=CC=NC2=C1)OC=1C(=C2C=C(NC2=CC1)C)F)OC